NC=1C=CC(=NC1C)C1=CNC2=C(C=CC=C12)C(=O)NC 3-(5-amino-6-methylpyridin-2-yl)-N-methyl-1H-indole-7-carboxamide